C(C)(C)(C)OC(=O)N1CCN(CC1)C1=CC(=CC(=C1)C(=O)N1C[C@@H](NCC1)CC(C)C)F.BrC1=C(C=C(C=C1)C(F)(F)F)OCC1=CC=C(C=C1)OC 1-bromo-2-((4-methoxybenzyl)oxy)-4-(trifluoromethyl)benzene tert-butyl-(S)-4-(3-fluoro-5-(3-isobutylpiperazine-1-carbonyl)phenyl)piperazine-1-carboxylate